C(#N)C(CCCl)NC([C@H](CC(C)C)N[C@H](C(F)(F)F)C1=CC2=C(C3=C(O2)C=CC(=C3)C3=C(N=C(N3C(=O)OC(C)(C)C)C)C)C=C1)=O Tert-butyl 5-(7-((S)-1-(((S)-1-((1-cyanochloropropyl) amino)-4-methyl-1-oxopentan-2-yl) amino)-2,2,2-trifluoroethyl) dibenzo[b,d]furan-2-yl)-2,4-dimethyl-1H-imidazole-1-carboxylate